tert-Butyl N-{10-[benzyl(2-cyanoethyl)amino]decyl}carbamate C(C1=CC=CC=C1)N(CCCCCCCCCCNC(OC(C)(C)C)=O)CCC#N